OCC=1C=CC=2C=3N(C(NC2C1)=O)C=CC3 8-(hydroxymethyl)pyrrolo[1,2-c]quinazolin-5(6H)-one